NC(C(C=1N=NC(=CC1)Cl)C=1C=C(C(=O)OC)C=CC1OC)=O Methyl 3-[2-amino-1-(6-chloropyridazin-3-yl)-2-oxo-ethyl]-4-methoxybenzoate